2-(naphthalene-2-yl)-N'-(pyridine-2-yl)acethydrazide C1=C(C=CC2=CC=CC=C12)CC(=O)NNC1=NC=CC=C1